C1N(CCC2=CC=CC=C12)C[C@H](CNC1=NN(C2=C1N=CN=C2)COCC[Si](C)(C)C)O (S)-1-(3,4-dihydroisoquinolin-2(1H)-yl)-3-((1-((2-(trimethylsilyl)ethoxy)methyl)-1H-pyrazolo[4,3-d]pyrimidin-3-yl)amino)propan-2-ol